C(C)OC(=O)C1=NNC(=C1)OC(CCO)C(F)F 5-(1-(difluoromethyl)-3-hydroxypropoxy)-1H-pyrazole-3-carboxylic acid ethyl ester